(S)-N,N-dimethyl-2-(2-((7-(pyrrolidin-1-yl)-6,7,8,9-tetrahydro-5H-benzo[7]annulen-2-yl)amino)-[1,2,4]triazolo[1,5-a]pyridin-5-yl)benzenesulfonamide CN(S(=O)(=O)C1=C(C=CC=C1)C1=CC=CC=2N1N=C(N2)NC=2C=CC1=C(CC[C@H](CC1)N1CCCC1)C2)C